7-(3,4-dimethoxyphenyl)-N-(3-fluoro-4-methylphenyl)pyrazolo[1,5-a]pyrimidine COC=1C=C(C=CC1OC)C1=CC=NC=2N1N(CC2)C2=CC(=C(C=C2)C)F